C(#N)C=1C=CC(=NC1C1CC1)C(=O)NC1=CC(=CC=C1)[C@H](C)SC1=NN=CN1C 5-cyano-6-cyclopropyl-N-[3-[(1S)-1-[(4-methyl-1,2,4-triazol-3-yl)sulfanyl]ethyl]phenyl]pyridine-2-carboxamide